N,N'-di(3-pyridyl)pyrimidine-4,6-dicarboxamide N1=CC(=CC=C1)NC(=O)C1=NC=NC(=C1)C(=O)NC=1C=NC=CC1